C1(=CC=CC=C1)N=CC1=C(C=CC=C1)O 2-[(phenylimino)methyl]phenol